trans-4-[5-[4-(cis-piperazin-1-ylmethyl)cyclohexyl]-2-[(3,3,3-trifluoropropyl)amino]pyrrolo[2,3-d]pyrimidin-7-yl]cyclohexan-1-ol hydrochloride Cl.N1(CCNCC1)CC1CCC(CC1)C1=CN(C=2N=C(N=CC21)NCCC(F)(F)F)[C@@H]2CC[C@H](CC2)O